C(C)(C)(C)C=1C(=C(C=CC1)OP(O)C=1C(=CC=C2C3=CC=CC=C3C12)P(O)O)C(C)(C)C.CC1=C(C=CC(=C1)C)S(=O)(=O)N1CC2(C1)CC(CC2)N2CCOCC2 4-(2-((2,4-Dimethylphenyl)sulfonyl)-2-azaspiro[3.4]oct-6-yl)morpholine (di-tert-butylphenyl)-biphenylenediphosphonite